((1R,2R)-2-amino-1,2-diphenylethyl)carbamic acid tert-butyl ester C(C)(C)(C)OC(N[C@@H]([C@@H](C1=CC=CC=C1)N)C1=CC=CC=C1)=O